3-((tert-butyldimethylsilyl)oxy)pyrrolidin-2-one [Si](C)(C)(C(C)(C)C)OC1C(NCC1)=O